4-{(1R,3R)-3-[3-(3-bromophenyl)-1,2,4-oxadiazol-5-yl]-2,2-dimethylcyclopropyl}benzenesulfonamide BrC=1C=C(C=CC1)C1=NOC(=N1)[C@H]1C([C@@H]1C1=CC=C(C=C1)S(=O)(=O)N)(C)C